(1R,2S)-1-(5-chloropyrimidin-2-yl)-N-(4-(4,6-dimethoxypyrimidin-5-yl)-5-((1r,4R)-4-(hydroxymethyl)cyclohexyl)-4H-1,2,4-triazol-3-yl)-1-methoxypropane-2-sulfonamide ClC=1C=NC(=NC1)[C@H]([C@H](C)S(=O)(=O)NC1=NN=C(N1C=1C(=NC=NC1OC)OC)C1CCC(CC1)CO)OC